ClC1=CC(=C(C=C1)C(C(=O)N1CC2=C(N=C(NC2=O)C2(CC2)C2=CC=CC=C2)CC1)O)F 6-(2-(4-chloro-2-fluorophenyl)-2-hydroxyacetyl)-2-(1-phenylcyclopropyl)-5,6,7,8-tetrahydropyrido[4,3-d]pyrimidin-4(3H)-one